(6R)-6-[(2R,4S)-4-{[4-(3-methanesulfonylpropanesulfonyl)phenoxy]methyl}-2-methylpyrrolidin-1-yl]-5,6,7,8-tetrahydronaphthalene-1-carbonitrile CS(=O)(=O)CCCS(=O)(=O)C1=CC=C(OC[C@H]2C[C@H](N(C2)[C@H]2CC=3C=CC=C(C3CC2)C#N)C)C=C1